(tetrahydro-2H-pyran-2-yloxy)benzoxazolmethacrylic acid-2-(3,4-dihydroxyphenyl)ethyl ester OC=1C=C(C=CC1O)CCOC(C(=C)CC=1OC2=C(N1)C(=CC=C2)OC2OCCCC2)=O